C(C)C(C(=O)OC[C@]1(O[C@H](C[C@@H]1O)N1C=CC2=C1N=C(N=C2N)Cl)C#C)CC ((2R,3S,5R)-5-(4-amino-2-chloro-7H-pyrrolo[2,3-d]pyrimidin-7-yl)-2-ethynyl-3-hydroxytetrahydrofuran-2-yl)methyl 2-ethylbutanoate